OC1=C(C=CC(=C1)C(F)(F)F)C1=C2C(=C(N=N1)NC[C@H](CO)O)C=NC=C2 (2R)-3-[[1-[2-hydroxy-4-(trifluoromethyl)phenyl]pyrido[3,4-d]pyridazin-4-yl]amino]propane-1,2-diol